CC(CN)C 2-methylpropan-1-amine